(1r,3s)-3-((5-(1-(2,2-difluoroethyl)-1H-benzo[d][1,2,3]triazol-6-yl)-4-methoxypyrrolo[2,1-f][1,2,4]triazin-2-yl)amino)-1-ethylcyclobutan-1-ol FC(CN1N=NC2=C1C=C(C=C2)C=2C=CN1N=C(N=C(C12)OC)NC1CC(C1)(O)CC)F